ethyl-6-(cyclopropanecarbonylamino)-8-(5-methylfuran-2-yl)imidazo[1,2-a]pyrazine C(C)C=1N=C2N(C=C(N=C2C=2OC(=CC2)C)NC(=O)C2CC2)C1